C(C\C=C/CC)OCCC#N 3-(cis-3-hexenyloxy)-propannitrile